[6-(3-cyclopropyl-1H-1,2,4-triazol-5-yl)-2-azaspiro[3.3]heptan-2-yl]-[7-[[5-(trifluoromethyl)-1,3,4-oxadiazol-2-yl]methyl]-2-azaspiro[3.5]nonan-2-yl]methanone C1(CC1)C1=NNC(=N1)C1CC2(CN(C2)C(=O)N2CC3(C2)CCC(CC3)CC=3OC(=NN3)C(F)(F)F)C1